3-(5-(aminomethyl)-4-oxo-benzo[d][1,2,3]triazin-3(4H)-yl)piperidine-2,6-dione NCC1=CC=CC=2N=NN(C(C21)=O)C2C(NC(CC2)=O)=O